Methyl-(1S,5R,7R)-3-(6-(1,1-difluoroethyl)pyrimidin-4-yl)-7-ethynyl-2-methyl-3,6-diazabicyclo[3.2.1]octane C[C@@]12C(N(C[C@H](N[C@@H]1C#C)C2)C2=NC=NC(=C2)C(C)(F)F)C